Cl.ClC1=CC=C(OCC(=O)N)C=C1 2-(4-chlorophenoxy)acetamide HCl salt